(5-Acetylpyrimidin-2-yl)-6-oxo-2,7-diazaspiro[4.4]nonane-2-carboxylic acid tert-butyl ester C(C)(C)(C)OC(=O)N1C(C2(CC1)C(NCC2)=O)C2=NC=C(C=N2)C(C)=O